3-((6-bromo-2-(2,5-dimethyl-1-(4-(morpholinesulfonyl)phenyl)-1H-pyrrol-3-yl)-3H-imidazo[4,5-b]pyridin-7-yl)amino)benzenesulfonamide BrC=1C(=C2C(=NC1)NC(=N2)C2=C(N(C(=C2)C)C2=CC=C(C=C2)S(=O)(=O)N2CCOCC2)C)NC=2C=C(C=CC2)S(=O)(=O)N